CN1C2=CC=CC=C2C=2C=CN=C(C12)CNC1=NC=CC=2C3=CC=CC=C3N(C12)C N-[(9-methyl-beta-carbolin-1-yl)methyl]-9-methyl-beta-carbolin-1-amine